4-((3-iodo-4-(methoxycarbonyl)phenyl)carbamoyl)piperidine-1-carboxylic acid tert-butyl ester C(C)(C)(C)OC(=O)N1CCC(CC1)C(NC1=CC(=C(C=C1)C(=O)OC)I)=O